dec-9-ene-2,4-dione CC(CC(CCCCC=C)=O)=O